COC=1C=C(C(=O)NC)C=CC1NCC#CC=1N=C2N(C=CC=C2N[C@H]2CN(C(CC2)=O)C)C1SC(F)(F)F (R)-3-methoxy-N-methyl-4-((3-(8-((1-methyl-6-oxopiperidin-3-yl)amino)-3-((trifluoromethyl)thio)imidazo[1,2-a]pyridin-2-yl)prop-2-yn-1-yl)amino)benzamide